NC=C1N=C(OC1=O)C1=CC=CC=C1 4-(aminomethylene)-2-phenyl-5(4H)-oxazolone